[W].[Re].[W] tungsten-rhenium-tungsten